N1(CCC1)CCC1=NN(C(C(=C1C)C)=O)[C@H](C(=O)[O-])CC(C)C (S)-2-(3-(2-(azetidin-1-yl) ethyl)-4,5-dimethyl-6-oxopyridazin-1(6H)-yl)-4-methylpentanoate